neodecyl acrylate C(C=C)(=O)OCCCCCCC(C)(C)C